methyl 5-methoxy-2-(2-oxoethyl)-2,3-dihydro-1H-inden-2-carboxylate COC=1C=C2CC(CC2=CC1)(C(=O)OC)CC=O